C(C)OC(=O)C=1C=NN(C1)CC1=CC(=C(C(=C1)OC)C#N)F 1-(4-cyano-3-fluoro-5-methoxybenzyl)-1H-pyrazole-4-carboxylic acid ethyl ester